FC1=C(C=CC(=C1)S(=O)(=O)C)C=1N=C2SC(=NN2C1)O[C@@H](C)C1CCN(CC1)C(=O)OC(C)C isopropyl 4-((S)-1-(6-(2-fluoro-4-(methylsulfonyl)phenyl)imidazo[2,1-b][1,3,4]thiadiazol-2-yloxy)ethyl)piperidin-1-carboxylat